5-(3,5-Dimethylpiperazin-1-yl)-2-(2,6-dioxopiperidin-3-yl)-4,6-difluoroisoindoline CC1CN(CC(N1)C)C=1C(=C2CN(CC2=CC1F)C1C(NC(CC1)=O)=O)F